5-amino-1,3-bis(3-hydroxy-3-methylbutyl)-1,3-dihydro-2H-benzo[d]imidazol-2-one NC1=CC2=C(N(C(N2CCC(C)(O)C)=O)CCC(C)(C)O)C=C1